N1N=CC2=CC(=CC=C12)NC(=O)C1=C(NC=2N(C1C1=CC=C(C=C1)C)N=C(C2)C(=O)O)C 6-((1H-indazol-5-yl)carbamoyl)-5-methyl-7-(p-tolyl)-4,7-dihydropyrazolo[1,5-a]pyrimidine-2-carboxylic acid